ClC1=NC=NC2=CC(=C(C=C12)N1C(OC2(CNC2)C1)=O)OC 7-(4-chloro-7-methoxyquinazolin-6-yl)-5-oxa-2,7-diazaspiro[3.4]octane-6-one